BrC=1C(=C2C(=NC1)NC(=N2)C2=CC=C(C=C2)N2CCN(CCC2)C)NC2CCN(CC2)C 6-Bromo-2-[4-(4-methyl-1,4-diazepan-1-yl)phenyl]-N-(1-methylpiperidin-4-yl)-3H-imidazo[4,5-b]pyridin-7-amine